ClC1=C(C(=O)C2=CNC3=C2C2=C(NC(C(N2)(C)COC)=O)C=N3)C=CC(=C1F)OC 9-(2-chloro-3-fluoro-4-methoxybenzoyl)-2-(methoxymethyl)-2-methyl-1,2,4,7-tetrahydro-3H-pyrrolo[3',2':5,6]pyrido[3,4-b]pyrazin-3-one